tetracyanoethane C(C#N)C(C#N)(C#N)C#N